1-((6-cyclopropylimidazo[1,2-a]pyridin-2-yl)methyl)-1H-imidazole-5-carboxylic acid C1(CC1)C=1C=CC=2N(C1)C=C(N2)CN2C=NC=C2C(=O)O